CC1(CN(C[C@@H](O1)C(=O)N1CCN(CC1)C1=NC=C(C=N1)C(F)(F)F)C(=O)OC(C)(C)C)C tert-Butyl (6R)-2,2-dimethyl-6-[4-[5-(trifluoromethyl)pyrimidin-2-yl]piperazine-1-carbonyl]morpholine-4-carboxylate